6-chloro-5'-(5-chloro-2-methylphenyl)-3'-isopropyl-2'-(4-methoxypyridin-3-yl)-3'H-spiro[indoline-3,4'-pyrrolo[3,4-d]imidazole]-2,6'(5'H)-dione ClC1=CC=C2C(=C1)NC(C21N(C(C=2N=C(N(C21)C(C)C)C=2C=NC=CC2OC)=O)C2=C(C=CC(=C2)Cl)C)=O